2-AMINO-4-(TRIFLUOROMETHYL)BENZALDEHYDE NC1=C(C=O)C=CC(=C1)C(F)(F)F